N-n-butyl-3-aminopropyltrimethoxysilane C(CCC)NCCC[Si](OC)(OC)OC